CC=1C=C(C=CC1C(F)(F)F)C(C)O 1-(3-methyl-4-(trifluoromethyl)phenyl)ethan-1-ol